3-bromo-2-[(4-methoxyphenyl)methyl]-6,7-dihydro-5H-pyrazolo[4,3-c]pyridin-4-one BrC=1N(N=C2C1C(NCC2)=O)CC2=CC=C(C=C2)OC